C[C@@]12[C@@](CN(C1)C(=O)OC(C)(C)C)(CNC2)C tert-butyl (3aS,6aR)-3a,6a-dimethyl-2,3,4,6-tetrahydro-1H-pyrrolo[3,4-c]pyrrole-5-carboxylate